FC1=C(C(=CC=2CCCCC12)O)N1CC(NS1(=O)=O)=O 5-(1-fluoro-3-hydroxy-5,6,7,8-tetrahydronaphthalen-2-yl)-1λ6,2,5-thiadiazolidine-1,1,3-trione